ClC1=CC=C(C=C1)[C@H](C)NC(=O)OC(C(=O)OCC)CN1N=CC=C1 ethyl 2-((((S)-1-(4-chlorophenyl)ethyl)carbamoyl)oxy)-3-(1H-pyrazol-1-yl)propanoate